dibromo-vinyl-fluorene BrC=1C(=C(C=2CC3=CC=CC=C3C2C1)C=C)Br